(3-(methoxy(methyl)carbamoyl)-1,2,4-thiadiazol-5-yl)carbamic acid tert-butyl ester C(C)(C)(C)OC(NC1=NC(=NS1)C(N(C)OC)=O)=O